1-[(4S)-8-chlorochroman-4-yl]-3-[1-(6-methoxy-3-pyridyl)pyrazol-3-yl]urea ClC=1C=CC=C2[C@H](CCOC12)NC(=O)NC1=NN(C=C1)C=1C=NC(=CC1)OC